2,2'-oxybis(5-aminobenzene-1-sulfonic acid) O(C1=C(C=C(C=C1)N)S(=O)(=O)O)C1=C(C=C(C=C1)N)S(=O)(=O)O